(5R)-5-[(1R,3aS,3bR,5aS,9aS,9bS,11aR)-7-(Hydroxymethyl)-9a,11a-Dimethylhexadecahydro-1H-cyclopenta[1,2-a]phenanthrene-1-yl]hexanoic acid methyl ester COC(CCC[C@@H](C)[C@H]1CC[C@@H]2[C@@]1(CC[C@@H]1[C@]3(CCC(C[C@@H]3CC[C@@H]21)CO)C)C)=O